C(#N)CCN1C2CC(CC1CC2)NC2=C1C=CC=NC1=CC(=N2)NC2=CC=C(N=N2)C(=O)NC 6-((5-(((3-exo)-8-(2-cyanoethyl)-8-azabicyclo[3.2.1]oct-3-yl)amino)-1,6-naphthyridin-7-yl)amino)-N-methylpyridazine-3-carboxamide